9,9-dimethyldibenzopyran CC1(C=C2C(=COC3=C2C=CC=C3)C=C1)C